3-ISOXAZOL-3-YLPROPANOIC ACID O1N=C(C=C1)CCC(=O)O